COC1=CC=C(C=C1)COC1CNC(C2=CC=CC=C12)=O 4-[(4-methoxyphenyl)methoxy]-3,4-dihydroisoquinolin-1-one